ClC1=C(C(=CC=C1)Cl)N1C=2N(C3=C(C1=O)C=NC(=N3)NC3=CC(=C(C=C3)N3CCN(CC3)C(C)C)OC)C=CN2 6-(2,6-dichlorophenyl)-2-({3-methoxy-4-[4-(propan-2-yl)piperazin-1-yl]phenyl}amino)imidazo[1,2-a]pyrimido[5,4-e]pyrimidin-5(6H)-one